1,3-bis(hydrazinocarboxylethyl)-5-isopropyl-hydantoin N(N)C(CN1C(=O)N(C(=O)C1C(C)C)CC(C(=O)O)NN)C(=O)O